C(C)(C)(C)C(Cl)OC(=O)[C@@H]1CC[C@H](CC1)C(=O)O (trans)-cyclohexane-1,4-dicarboxylic acid tert-butylchloromethyl ester